COC1=CC=C(C[Se]C[C@H](N)C(=O)O)C=C1 Se-(p-methoxybenzyl)L-selenocysteine